methyl 3-[[5-(3,5-dichlorophenyl)-5-(trifluoro-methyl)-4H-isoxazol-3-yl]amino]-2,6-difluoro-benzoate ClC=1C=C(C=C(C1)Cl)C1(CC(=NO1)NC=1C(=C(C(=O)OC)C(=CC1)F)F)C(F)(F)F